methyl (2-(2-methoxyethoxy) ethyl) phosphate P(=O)(OC)(OCCOCCOC)[O-]